1,1,1-tris-(4'-hydroxyphenyl)ethane OC1=CC=C(C=C1)C(C)(C1=CC=C(C=C1)O)C1=CC=C(C=C1)O